C1(CC1)N(C1=NC(=NN2C1=NC=C2)C=2C(=NC=NC2OC)C2CC2)CC2=CC=C(C=C2)C=2N(C=C(N2)C(F)(F)F)C(C)C N-cyclopropyl-2-(4-cyclopropyl-6-methoxypyrimidin-5-yl)-N-(4-(1-isopropyl-4-(trifluoromethyl)-1H-imidazol-2-yl)benzyl)imidazo[2,1-f][1,2,4]triazin-4-amine